NC(COC1=C(C2=CC=CC=C2C=C1)CC1=NC(=C2N=CNC2=N1)N)COC ((2-(2-amino-3-methoxypropoxy)naphthalen-1-yl)methyl)-9H-purin-6-amine